N-(3-(2-(2,2-dimethylazetidin-1-yl)-5-(2-((2,2-dioxido-2-thiaspiro[3.3]heptan-6-yl)amino)pyrimidin-4-yl)thiazol-4-yl)-2-fluorophenyl)-2,6-difluorobenzenesulfonamide CC1(N(CC1)C=1SC(=C(N1)C=1C(=C(C=CC1)NS(=O)(=O)C1=C(C=CC=C1F)F)F)C1=NC(=NC=C1)NC1CC2(CS(C2)(=O)=O)C1)C